C1(CC1)S(=O)(=O)C=1C=C(C(=O)O)C=C(C1)OC(F)(F)F 3-(Cyclopropylsulfonyl)-5-(trifluoromethoxy)benzoic acid